COC1=CC=C(C=C1)C(OCCCN(P(=O)(N(C(C)C)C(C)C)N)CCC#N)(C1=CC=CC=C1)C1=CC=C(C=C1)OC 3-(bis(4-methoxyphenyl)(phenyl)methoxy)propyl(2-cyanoethyl)diisopropylphosphoramide